1-tert-butyl 3-methyl 2-(3,4-dimethoxyphenyl)-7-fluoro-4-oxo-4H-quinolizine-1,3-dicarboxylate COC=1C=C(C=CC1OC)C=1C(=C2C=CC(=CN2C(C1C(=O)OC)=O)F)C(=O)OC(C)(C)C